C(C)C=1N=C2N(C=CC(=C2)C2=NN(C=C2)C)C1C(=O)OCC1=CC=2N(N=C1)C=C(N2)[C@H](C2CCC(CC2)(F)F)N (S)-(2-(amino(4,4-difluorocyclohexyl)methyl)imidazo[1,2-b]pyridazin-7-yl)methanol ethyl-7-(1-methyl-1H-pyrazol-3-yl)imidazo[1,2-a]pyridine-3-carboxylate